BrC=1C=C(C(=NC1)[C@@H](C(F)(F)F)NC)F (S)-1-(5-bromo-3-fluoropyridin-2-yl)-2,2,2-trifluoro-N-methylethan-1-amine